C(C#C)NC1CCC(CC1)=O 4-(propargylamino)cyclohexanone